C1CC12CNCC(=C2)C2=CNC1=NC=CC=C12 3-(5-azaspiro[2.5]oct-7-en-7-yl)-1H-pyrrolo[2,3-b]pyridine